3-((3-((dimethylamino)methyl)azetidine-1-carbonyl)oxy)propane-1,2-diyl dipalmitate C(CCCCCCCCCCCCCCC)(=O)OCC(COC(=O)N1CC(C1)CN(C)C)OC(CCCCCCCCCCCCCCC)=O